phenylallyl-acetylene methyl-2-(1-methyl-3-(3-(trifluoromethyl)phenyl)ureido)-5-oxo-5H-thieno[3,2-b]pyran-6-carboxylate COC(=O)C1=CC2=C(OC1=O)C=C(S2)N(C(=O)NC2=CC(=CC=C2)C(F)(F)F)C.C2(=CC=CC=C2)C=CCC#C